NC1=CC(=C2CN(C(C2=C1)=O)CC(C(=O)OC)=C)C1=CC=C2C=NN(C2=C1)C methyl 2-[[6-amino-4-(1-methylindazol-6-yl)-1-oxo-isoindolin-2-yl]methyl]prop-2-enoate